ClC1=C(C(=C(C(=C1C(C(=O)O)=C)Cl)Cl)Cl)Cl.C(CCCCCCCCCCC)(=O)OC1=C(C(=C(C(=C1Cl)Cl)Cl)Cl)Cl pentachlorophenyl laurate (pentachlorophenylacrylate)